[4-{1-(dibenzofuran-3-yl)naphthalene-2-yl}phenyl]-{4-(naphthalene-2-yl)phenyl}-phenylamine C1=CC(=CC=2OC3=C(C21)C=CC=C3)C3=C(C=CC2=CC=CC=C32)C3=CC=C(C=C3)N(C3=CC=CC=C3)C3=CC=C(C=C3)C3=CC2=CC=CC=C2C=C3